CC1=CC=C(C=C1)S(=O)(=O)[O-].C(C)(C)(C)C1=CC=C(C=C1)[I+]C1=CC=C(C=C1)C(C)(C)C bis(4-tert-butylphenyl)iodonium p-toluene-sulfonate